NC1=C2C(=NC=N1)N(N=C2C#CC2=CC1=C(N(C=N1)C)C=C2Cl)[C@H]2C[C@@H](N(C2)C(C=C)=O)C(F)F 1-((2R,4S)-4-(4-amino-3-((6-chloro-1-methyl-1H-benzo[d]imidazol-5-yl)ethynyl)-1H-pyrazolo[3,4-d]pyrimidin-1-yl)-2-(difluoromethyl)pyrrolidin-1-yl)prop-2-en-1-one